1-butyl-3-methylimidazolium dicyanoamine salt C(#N)NC#N.C(CCC)N1C=[N+](C=C1)C